tert-butyl 3-(5-(4,4,5,5-tetramethyl-1,3,2-dioxaborolan-2-yl)pyridin-2-yl)-2,5-dihydro-1H-pyrrole-1-carboxylate CC1(OB(OC1(C)C)C=1C=CC(=NC1)C=1CN(CC1)C(=O)OC(C)(C)C)C